(M)-6-fluoro-7-(3-fluoro-2-hydroxyphenyl)-1-(4-methyl-2-(2-propanyl)-3-pyridinyl)-4-((2S)-2-methyl-4-(2-propenoyl)-1-piperazinyl)pyrido[2,3-d]pyrimidin-2(1H)-one FC1=CC2=C(N(C(N=C2N2[C@H](CN(CC2)C(C=C)=O)C)=O)C=2C(=NC=CC2C)C(C)C)N=C1C1=C(C(=CC=C1)F)O